2-Fluoro-5-(5-(4-(methylsulfonyl)piperazin-1-yl)-1H-pyrazolo[4,3-d]pyrimidin-1-yl)-3-(trifluoromethyl)phenol FC1=C(C=C(C=C1C(F)(F)F)N1N=CC=2N=C(N=CC21)N2CCN(CC2)S(=O)(=O)C)O